4-[4-[[4-[[4-[(3R,5R)-5-[(5-bromo-1-methyl-6-oxo-pyridazin-4-yl)amino]-1-methyl-3-piperidyl]phenyl]methyl]piperazin-1-yl]methyl]phenoxy]-2-(2,6-dioxo-3-piperidyl)isoindoline-1,3-dione BrC1=C(C=NN(C1=O)C)N[C@@H]1C[C@@H](CN(C1)C)C1=CC=C(C=C1)CN1CCN(CC1)CC1=CC=C(OC2=C3C(N(C(C3=CC=C2)=O)C2C(NC(CC2)=O)=O)=O)C=C1